OC(C(O)(O)O)NC1=CC=C(C2=CC=C(N)C=C2)C=C1 N'-tetrahydroxyethyl-benzidine